2-(3-((tert-butoxycarbonyl)amino)phenyl)oxazole-4-carboxylic acid C(C)(C)(C)OC(=O)NC=1C=C(C=CC1)C=1OC=C(N1)C(=O)O